2,7-bis(5-chloro-2-hydroxy-3-sulfophenylazo)-1,8-dihydroxynaphthalene-3,6-disulfonic acid ClC=1C=C(C(=C(C1)N=NC1=C(C2=C(C(=C(C=C2C=C1S(=O)(=O)O)S(=O)(=O)O)N=NC1=C(C(=CC(=C1)Cl)S(=O)(=O)O)O)O)O)O)S(=O)(=O)O